(6-(4-((1H-indazol-5-yl)amino)-pyrimidin-2-yl)-1H-indol-2-yl)(hexahydro-pyrrolo[3,4-c]pyrrol-2(1H)-yl)methanone N1N=CC2=CC(=CC=C12)NC1=NC(=NC=C1)C1=CC=C2C=C(NC2=C1)C(=O)N1CC2CNCC2C1